C1(CC1)N1C2=C(N=C(C3=C1C=C(C=C3)O)N3CCNCC3)C=CC=C2 5-cyclopropyl-11-(piperazin-1-yl)-5H-dibenzo[b,e][1,4]diazepin-3-ol